aluminum nickel-nickel [Ni].[Ni].[Al]